3-(4-chloro-3-(trifluoromethyl)phenyl)-1H-1,2,4-triazole ClC1=C(C=C(C=C1)C1=NNC=N1)C(F)(F)F